N1(CCNCC1)C12CCC(CC1)(CC2)N2N=C1C=C(C=CC1=C2)C(=O)OC methyl 2-(4-(piperazin-1-yl) bicyclo[2.2.2]oct-1-yl)-2H-indazole-6-carboxylate